N-[(3-chlorophenyl)methyl]-1-[5-(5-fluoro-2-methylpyridin-4-yl)-1H-pyrazole-3-carbonyl]piperidine-4-carboxamide ClC=1C=C(C=CC1)CNC(=O)C1CCN(CC1)C(=O)C1=NNC(=C1)C1=CC(=NC=C1F)C